2-(2-pyrimidinyl)-1H-benzimidazole N1=C(N=CC=C1)C1=NC2=C(N1)C=CC=C2